COC1=C(C=CC(=C1)C(=O)OC)NS(=O)(=O)N1C[C@H]2[C@@H](C1)CN(C2)C(=O)OC(C)(C)C tert-butyl (3aR,6aS)-5-(N-(2-methoxy-4-(methoxycarbonyl)phenyl)sulfamoyl)hexahydropyrrolo[3,4-c]pyrrole-2(1H)-carboxylate